3-((5-fluoro-4-(1-(4-fluorophenyl)piperidin-3-yl)pyrimidin-2-yl)amino)cyclohexane-1-carboxylic acid FC=1C(=NC(=NC1)NC1CC(CCC1)C(=O)O)C1CN(CCC1)C1=CC=C(C=C1)F